pentoxyheptanol C(CCCC)OC(CCCCCC)O